C(C)OC(=O)C1=C(N(C2=CC=C(C=C12)O)C=1C=NN(C1)CCC)C 5-hydroxy-2-methyl-1-(1-propyl-1H-pyrazol-4-yl)-1H-indole-3-carboxylic acid ethyl ester